The molecule is a lipid A comprising lipid IVA glycosylated with two 3-deoxy-D-manno-octulosonic acid (KDO) residues and carrying an additional dodecanoyl group. It has a role as an Escherichia coli metabolite. It is a conjugate acid of a (KDO)2-(lauroyl)-lipid IVA(6-). CCCCCCCCCCC[C@H](CC(=O)N[C@@H]1[C@H]([C@@H]([C@H](O[C@@H]1OP(=O)(O)O)CO[C@H]2[C@@H]([C@H]([C@@H]([C@H](O2)CO[C@@]3(C[C@H]([C@H]([C@H](O3)[C@@H](CO)O)O)O[C@@]4(C[C@H]([C@H]([C@H](O4)[C@@H](CO)O)O)O)C(=O)O)C(=O)O)OP(=O)(O)O)OC(=O)C[C@@H](CCCCCCCCCCC)O)NC(=O)C[C@@H](CCCCCCCCCCC)OC(=O)CCCCCCCCCCC)O)OC(=O)C[C@@H](CCCCCCCCCCC)O)O